4-[(1S)-1-({[5-chloro-2-(3-chloro-2-fluorophenoxy)pyridin-3-yl]carbonyl}amino)ethyl]benzoic acid ClC=1C=C(C(=NC1)OC1=C(C(=CC=C1)Cl)F)C(=O)N[C@@H](C)C1=CC=C(C(=O)O)C=C1